(2S)-1-(3-(1-fluoroethylsulfonyl)phenoxy)-3-((R)-8-(quinolin-6-ylsulfonyl)-1-oxa-8-azaspiro[4.5]decan-3-ylamino)propan-2-ol hydroxy-beta-methylbutyrate OC(C(=O)O[C@H](COC1=CC(=CC=C1)S(=O)(=O)C(C)F)CN[C@H]1COC2(C1)CCN(CC2)S(=O)(=O)C=2C=C1C=CC=NC1=CC2)C(C)C